NC=1C2=C(N=CN1)N(C(=C2C2=CC=C(C=C2)N2N=CC(=C2)C)C2=CC=C(C=C2)NC(C(=C)C)=O)C N-(4-(4-amino-7-methyl-5-(4-(4-methyl-1H-pyrazol-1-yl)phenyl)-7H-pyrrolo[2,3-d]pyrimidin-6-yl)phenyl)methacrylamide